2-[3-(3-Bromophenoxy)propyl]-1,3-dioxolane BrC=1C=C(OCCCC2OCCO2)C=CC1